7-(4-(dipropylamino)butyl)-7-hydroxytridecane-1,13-diyl bis(8,10,10-trimethylundecanoate) CC(CCCCCCC(=O)OCCCCCCC(CCCCCCOC(CCCCCCC(CC(C)(C)C)C)=O)(O)CCCCN(CCC)CCC)CC(C)(C)C